C(C)N1[C@@H](C=2N=CC(=C(C3=CN4C(C(OCCCCC[C@@H](NC1=O)CCC(F)(F)F)=N3)=NC=C4)N2)C)C (12R,16R)-13-ethyl-8,12-dimethyl-16-(3,3,3-trifluoropropyl)-12,13,16,17,18,19,20,21-octahydro-6,23:11,7-di(azeno)imidazo[2,1-c][1,4,10,13,15]oxatetraazacyclohenicosin-14(15H)-one